2-chloro-5-{[(cyclopropylcarbonyl)amino]methyl}-N-[1-(6-methylpyridin-3-yl)-1H-indazol-4-yl]benzamide hydrochloride Cl.ClC1=C(C(=O)NC2=C3C=NN(C3=CC=C2)C=2C=NC(=CC2)C)C=C(C=C1)CNC(=O)C1CC1